5-fluoro-4-(9-fluoro-4-methyl-3,4-dihydro-1H-benzo[4,5]imidazo[2,1-c][1,4]oxazin-7-yl)-N-(5-(piperazin-1-ylmethyl)pyridin-2-yl)pyrimidin-2-amine FC=1C(=NC(=NC1)NC1=NC=C(C=C1)CN1CCNCC1)C1=CC2=C(N=C3COCC(N32)C)C(=C1)F